fluoropyridinediamine FC1=C(C(=NC=C1)N)N